The molecule is a quercetin O-glucoside that is 3-O-methylquercetin attached to a beta-D-glucopyranosyl residue at position 7 via a glycosidic linkage. It has been isolated from Ophioglossum pedunculosum and Lepisorus contortus. It has a role as a metabolite and a plant metabolite. It is a quercetin O-glucoside, a beta-D-glucoside and a monosaccharide derivative. COC1=C(OC2=CC(=CC(=C2C1=O)O)O[C@H]3[C@@H]([C@H]([C@@H]([C@H](O3)CO)O)O)O)C4=CC(=C(C=C4)O)O